COC1=CC=C(C=C1)[SiH](C)C 4-Methoxyphenyldimethylsilane